(1R,2R)-1-((2R,3R,4S,6R)-3-(2-acetoxyacetamido)-6-(benzyloxy)-6-(methoxycarbonyl)-4-(prop-2-yn-1-yloxy)tetrahydro-2H-pyran-2-yl)-3-azidopropane-1,2-diyl diacetate C(C)(=O)O[C@H]([C@@H](CN=[N+]=[N-])OC(C)=O)[C@@H]1O[C@](C[C@@H]([C@H]1NC(COC(C)=O)=O)OCC#C)(C(=O)OC)OCC1=CC=CC=C1